C(C)(C)(C)N1C=C(C=C1)C(=O)NCC1=NC(=NO1)C1=NN2C(C=CC=C2N[C@H]2[C@H](CN(CC2)C)F)=C1C(=C)C 1-(tert-butyl)-N-((3-(7-(((3S,4R)-3-fluoro-1-methylpiperidin-4-yl)amino)-3-(prop-1-en-2-yl)pyrazolo[1,5-a]pyridin-2-yl)-1,2,4-oxadiazol-5-yl)methyl)-1H-pyrrole-3-carboxamide